ClC=1C=C(C=CC1C(NCCN1CC(CC1)O)=O)NC(=O)C=1N(C(=CN1)C1=C(C(=C(C=C1)OC)F)F)C N-[3-chloro-4-[2-(3-hydroxypyrrolidin-1-yl)ethylcarbamoyl]phenyl]-5-(2,3-difluoro-4-methoxy-phenyl)-1-methyl-imidazole-2-carboxamide